FC1(C(C=O)C(=CC=C1)F)O 2,6-bis-fluorosalicylaldehyde